CCC(CC)NC1=NN2C(C(=N1)N)=NC=C2 N2-(pentan-3-yl)imidazo[2,1-f][1,2,4]triazine-2,4-diamine